1-(2-butyloctyl) 9-(2-((4-(dimethylamino) butanoyl) oxy)-3-((9-(nonyloxy)-9-oxononanoyl) oxy) propyl) azelate C(CCCCCCCC(=O)OCC(COC(CCCCCCCC(=O)OCCCCCCCCC)=O)OC(CCCN(C)C)=O)(=O)OCC(CCCCCC)CCCC